ethyl 3-(((tert-butoxycarbonyl)amino)methyl)-1-(4-methoxybenzyl)-2-oxopyrrolidine-3-carboxylate C(C)(C)(C)OC(=O)NCC1(C(N(CC1)CC1=CC=C(C=C1)OC)=O)C(=O)OCC